C1=CC(=C(C=C1CCC(=O)O)OS(=O)(=O)O)O dihydrocaffeic acid 3-sulfate